C1(CC1)CN1[C@H]2[C@@]3(CCC([C@H]4[C@@]3(C=3C(=C(C=CC3C2)OC(CCCCCCCCC)=O)O4)CC1)=O)O 17-(cyclopropylmethyl)-4,5-epoxy-14-hydroxy-3-[(1-oxodecyl)oxy]-(5α)-morphinan-6-one